FC(C(C(F)(F)F)C(C(=O)O)=C)(F)F.C(C(=C)C)(=O)OC(C(F)(F)F)C(F)(F)F hexafluoroisopropyl methacrylate hexafluoroisopropyl-acrylate